COC=1C2=C(N=C(N1)NC1CC(C1)(C)NC(C)=O)NC=C2C=2C=CC1=C(N(N=N1)C)C2 N-((1r,3r)-3-((4-methoxy-5-(1-methyl-1H-benzo[d][1,2,3]triazol-6-yl)-7H-pyrrolo[2,3-d]pyrimidin-2-yl)amino)-1-methylcyclobutyl)acetamide